(2S,4R)-4-hydroxy-1-[(2S)-3-methyl-2-[3-[(2R)-2-methylpiperazin-1-yl]isoxazol-5-yl]butanoyl]-N-[(1S)-1-[4-(4-methylthiazol-5-yl)phenyl]ethyl]pyrrolidine-2-carboxamide O[C@@H]1C[C@H](N(C1)C([C@@H](C(C)C)C1=CC(=NO1)N1[C@@H](CNCC1)C)=O)C(=O)N[C@@H](C)C1=CC=C(C=C1)C1=C(N=CS1)C